C[NH+](CC(COC(CCCCCCCC=CCCCCCCCC)=O)OC(CCCCCCCC=CCCCCCCCC)=O)C N,N-dimethyl-2,3-bis[(1-oxo-9-octadecenyl)oxy]-1-propanaminium